Diethyl (E)-(2-(3-methylquinolin-7-yl)vinyl)phosphonate CC=1C=NC2=CC(=CC=C2C1)/C=C/P(OCC)(OCC)=O